[Cl-].[Cl-].C1(C=CC2=CC=CC=C12)[Hf+2]C1C=CC2=CC=CC=C12 bis(indenyl)hafnium dichloride